dodecanedioic acid, imidazolinium salt [NH2+]1C=NCC1.C(CCCCCCCCCCC(=O)[O-])(=O)[O-].[NH2+]1C=NCC1